C(C)(C)N(CCN)C(C)C N1,N1-diisopropylethane-1,2-diamine